ClCCNC(=O)NCC(F)(F)F 1-(2-chloroethyl)-3-(2,2,2-trifluoroethyl)urea